phenyl (1R,5S)-3-(7-(8-ethynylnaphthalen-1-yl)-8-fluoro-2-((tetrahydro-1H-pyrrolizin-7a(5H)-yl)methoxy)pyrido[4,3-d]pyrimidin-4-yl)-3,8-diazabicyclo[3.2.1]octane-8-carboxylate C(#C)C=1C=CC=C2C=CC=C(C12)C1=C(C=2N=C(N=C(C2C=N1)N1C[C@H]2CC[C@@H](C1)N2C(=O)OC2=CC=CC=C2)OCC21CCCN1CCC2)F